2-(4-bromophenyl)-N-[3-tert-butyl-1-(4-methylphenyl)-1H-pyrazol-5-yl]-2-hydroxyacetamide BrC1=CC=C(C=C1)C(C(=O)NC1=CC(=NN1C1=CC=C(C=C1)C)C(C)(C)C)O